(±)-2-methyl-3-[4-(2-methyl-2-propanyl)-1-cyclopenten-1-yl]propanal CC(C=O)CC1=CCC(C1)C(C)(C)C